2-cyclooctyne C1C#CCCCCC1